ClC1=C(OC2=NC=CC=C2C(=O)N)C=CC(=C1)CC(=O)NC1=NC2=C(N1CC1CC1)C=CC(=C2)C(F)(F)F 2-(2-chloro-4-(2-((1-(cyclopropylmethyl)-5-(trifluoromethyl)-1H-benzo[d]imidazol-2-yl)amino)-2-oxoethyl)phenoxy)pyridine-3-carboxamide